R-[5-bromo-2-[3-methyl-6-(trifluoromethyl)imidazo[4,5-c]pyridin-2-yl]-3-pyridyl]-ethyl-imino-oxo-λ6-sulfane BrC=1C=C(C(=NC1)C1=NC2=C(C=NC(=C2)C(F)(F)F)N1C)[S@@](=O)(=N)CC